(3,5-dichloro-4-hydroxyphenyl)acrylamide ClC=1C=C(C=C(C1O)Cl)C(C(=O)N)=C